(R)-10-((6-Fluoro-4-oxoquinazolin-3(4H)-yl)methyl)-7-azaspiro[4.5]decane-7-carbonyl chloride FC=1C=C2C(N(C=NC2=CC1)C[C@@H]1CCN(CC12CCCC2)C(=O)Cl)=O